C(#N)C1=CC=C(CCNC2=NC=C(C=N2)C(=O)OCC)C=C1 Ethyl 2-((4-cyanophenethyl)amino)pyrimidine-5-carboxylate